BrC=1C(=CC(N(C1)C(C(=O)OCC)CCC)=O)C(F)(F)F ethyl 2-(5-bromo-2-oxo-4-(trifluoromethyl)pyridin-1(2H)-yl)pentanoate